S(=O)(=O)(O)OC[C@H]([C@H]([C@H](C=O)O)O)O Ribose 5-sulfate